1-(Tert-butyl) 2-methyl (2S,4S)-4-(benzylamino)pyrrolidine-1,2-dicarboxylate C(C1=CC=CC=C1)N[C@H]1C[C@H](N(C1)C(=O)OC(C)(C)C)C(=O)OC